methyl 1-(3-bromo-5,6-dichloro-2-(hydroxymethyl)phenyl)-3-((tert-butoxycarbonyl)amino)pyrrolidine-3-carboxylate BrC=1C(=C(C(=C(C1)Cl)Cl)N1CC(CC1)(C(=O)OC)NC(=O)OC(C)(C)C)CO